CC1=NN(C(=C1)C)C1=NC2=C(C=CC=C2C=C1)N 2-(3,5-dimethyl-1H-pyrazol-1-yl)quinolin-8-amine